N,N,N',N'-tetrakis(2-thienylmethyl)pyridine-3,5-dicarboxamide S1C(=CC=C1)CN(C(=O)C=1C=NC=C(C1)C(=O)N(CC=1SC=CC1)CC=1SC=CC1)CC=1SC=CC1